(1-((3-ethynyl-pyrazolo[1,5-a]pyrimidin-5-yl)amino)ethyl)-4-fluorophenol C(#C)C=1C=NN2C1N=C(C=C2)NC(C)C2=C(C=CC(=C2)F)O